CC=1C=C(/C=C/C2=NC=CN=C2)C=CC1 (E)-2-(3-methylstyryl)pyrazine